Salicylonitrile C(C=1C(O)=CC=CC1)#N